C1(CC1)CN1CC(C1)(O)C#CC1=CC2=C(OC[C@@H](C(N2C)=O)NC(=O)C2=NC=CC(=C2)OC2=CC=CC=C2)C=C1 (S)-N-(7-((1-(cyclopropylmethyl)-3-hydroxyazetidin-3-yl)ethynyl)-5-methyl-4-oxo-2,3,4,5-tetrahydrobenzo[b][1,4]oxazepin-3-yl)-4-phenoxypyridineamide